CC=1C(=C(N=NC1NC1=NN(C=C1)C)C(=O)N)NC1=NC=CC=C1S(=O)(=O)C methyl-6-((1-methyl-1H-pyrazol-3-yl)amino)-4-((3-(methylsulfonyl)pyridin-2-yl)amino)pyridazine-3-carboxamide